5-methyl-4-oxo-4,5-dihydrothieno[3,2-c]pyridine-2-carboxylate CN1C(C2=C(C=C1)SC(=C2)C(=O)[O-])=O